tert-Butyl 4-[4-[[6-[[2-chloro-6-[3-[2-[1-(trifluoromethyl)cyclopropyl]ethoxy] pyrazol-1-yl]pyridine-3-carbonyl]sulfamoyl]-3-pyridyl]amino]butyl]-2,2-dimethyl-pyrrolidine-1-carboxylate ClC1=NC(=CC=C1C(=O)NS(=O)(=O)C1=CC=C(C=N1)NCCCCC1CC(N(C1)C(=O)OC(C)(C)C)(C)C)N1N=C(C=C1)OCCC1(CC1)C(F)(F)F